methyl 3'-carbamoyl-2'-(2-phenylquinolin-7-yl)-5',6'-dihydro-4'H-spiro[cyclobutane-1,7'-pyrazolo[1,5-a]pyrimidine]-3-carboxylate C(N)(=O)C=1C(=NN2C1NCCC21CC(C1)C(=O)OC)C1=CC=C2C=CC(=NC2=C1)C1=CC=CC=C1